N-[2-(4-formyl-4-hydroxy-cyclohexyl)indazol-5-yl]-6-(trifluoromethyl)pyridine-2-carboxamide C(=O)C1(CCC(CC1)N1N=C2C=CC(=CC2=C1)NC(=O)C1=NC(=CC=C1)C(F)(F)F)O